6-amino-7-(3-hydroxy-1-bicyclo[1.1.1]pentanyl)-2-methyl-pyrrolo[2,3-d]pyrimidine-5-carboxamide NC1=C(C2=C(N=C(N=C2)C)N1C12CC(C1)(C2)O)C(=O)N